pyrenecarboxylic acid chloride C1(=CC=C2C=CC3=CC=CC4=CC=C1C2=C34)C(=O)Cl